BrC1=CC=C(OCC2N(CCOC2)CC2CC2)C=C1 (4-bromophenoxymethyl)-4-(cyclopropylmethyl)morpholine